C(C1=CC=CC=C1)N1C(CO[C@@H](C1)C=1C=CC2=C(CS(N2C)(=O)=O)C1)=O (6r)-4-benzyl-6-(1-methyl-2,2-dioxido-1,3-dihydro-2,1-benzisothiazol-5-yl)morpholin-3-one